ClN(C(C)=O)Cl N,N-dichloroacetamide